C(CC=C)C=1N(C=C(N1)C(F)(F)F)CC1=NC=C(C=N1)Cl 2-[[2-But-3-enyl-4-(trifluoromethyl)imidazol-1-yl]methyl]-5-chloro-pyrimidine